7-bromo-3-(2-(((1S,3S)-3-((4-((tert-butoxycarbonyl)(methyl)amino)butyl)amino)cyclopentyl)amino)-5-(trifluoromethyl)pyrimidin-4-yl)-1H-indole-6-carboxylic acid BrC=1C(=CC=C2C(=CNC12)C1=NC(=NC=C1C(F)(F)F)N[C@@H]1C[C@H](CC1)NCCCCN(C)C(=O)OC(C)(C)C)C(=O)O